C(C)(=O)N1CCN(CC1)C1=C(C=C(C=C1)C=1C=C(C2=CN(N=C2C1)C(C(=O)NC=1SC=CN1)C1=C2N(C=N1)C[C@@H](C2)F)F)Cl 2-(6-(4-(4-Acetylpiperazin-1-yl)-3-chlorophenyl)-4-fluoro-2H-indazol-2-yl)-2-((R)-6-fluoro-6,7-dihydro-5H-pyrrolo[1,2-c]imidazol-1-yl)-N-(thiazol-2-yl)acetamide